3-(3-(4-chloro-5-nitropyrimidin-2-yl)-1-(2-fluorobenzyl)-1H-pyrazol-5-yl)isoxazole ClC1=NC(=NC=C1[N+](=O)[O-])C1=NN(C(=C1)C1=NOC=C1)CC1=C(C=CC=C1)F